4-benzoylbenzylammonium chloride [Cl-].C(C1=CC=CC=C1)(=O)C1=CC=C(C[NH3+])C=C1